tert-butyl-(5-chloropyrimidin-2-yl)-3,6-dihydropyridine-1(2H)-carboxylate C(C)(C)(C)C1(N(CC=CC1)C(=O)[O-])C1=NC=C(C=N1)Cl